N-hydroxy-3-oxo-4-(3-phenoxybenzyl)-3,4-dihydro-2H-benzo[b][1,4]oxazine-6-carboxamide ONC(=O)C1=CC2=C(OCC(N2CC2=CC(=CC=C2)OC2=CC=CC=C2)=O)C=C1